1-[10-(4-fluoro-3-methoxy-phenyl)-11-isopropyl-2,4,5,10-tetrazatricyclo[7.3.0.03,7]dodeca-1(9),2,5,7,11-pentaen-4-yl]-2,2-dimethyl-propan-1-one FC1=C(C=C(C=C1)N1C=2C=C3C=NN(C3=NC2C=C1C(C)C)C(C(C)(C)C)=O)OC